CCCCCCC/C=C\CCCCCCCC(=O)O[C@H](COC(=O)CCCCCCC/C=C\C/C=C\C/C=C\CC)COP(=O)([O-])OCC[N+](C)(C)C 1-(9Z,12Z,15Z-octadecatrienoyl)-2-(9Z-heptadecenoyl)-glycero-3-phosphocholine